Diethoxydiphenyl-silane C(C)O[Si](C1=CC=CC=C1)(C1=CC=CC=C1)OCC